rac-N-methyl-6-((1S*,2S*)-2-(4-methylpyrimidin-2-yl)cyclopropyl)quinolin-3-amine CNC=1C=NC2=CC=C(C=C2C1)[C@@H]1[C@H](C1)C1=NC=CC(=N1)C |r|